4-(S-(4-(2-chlorophenylsulfonyl)piperazin-1-yl)-1,3,4-thiadiazol-2-yl)-2-fluoro-N,N-dimethylbenzamide ClC1=C(C=CC=C1)S(=O)(=O)N1CCN(CC1)S1C(=NN=C1)C1=CC(=C(C(=O)N(C)C)C=C1)F